CS(=O)(=O)CCCN1CCN(CC1)C=O [4-[3-(methylsulfonyl)propyl]-1-piperazinyl]methanone